4-methylpiperidine-4-carboxylic acid methyl ester formate C(=O)O.COC(=O)C1(CCNCC1)C